O1C(OCCC1)C1=CC=C(C=C1)CO (4-(1,3-dioxan-2-yl)phenyl)methanol